(2R)-4-[3-[2-[5-[tert-butyl(dimethyl)silyl]oxy-1-tetrahydropyran-2-yl-indazol-3-yl]thiazol-4-yl]propoxy]butan-2-ol [Si](C)(C)(C(C)(C)C)OC=1C=C2C(=NN(C2=CC1)C1OCCCC1)C=1SC=C(N1)CCCOCC[C@@H](C)O